[Br-].[Br-].[N+]1(=CC=CC=C1)[N+]1=CC=CC=C1 bipyridinium dibromide salt